1-{5-[(R)-(1,3-dimethyl-azetidin-3-yl)-hydroxy-(4-isopropyl-phenyl)-methyl]-pyridin-3-yl}-4,4-dimethyl-pyrrolidin-2-one CN1CC(C1)(C)[C@@](C=1C=C(C=NC1)N1C(CC(C1)(C)C)=O)(C1=CC=C(C=C1)C(C)C)O